8-bromo-6-chloro-2-methylimidazo[1,2-B]pyridazine BrC=1C=2N(N=C(C1)Cl)C=C(N2)C